[Si](C1=CC=CC=C1)(C1=CC=CC=C1)(C(C)(C)C)OC(C(=O)NNC(=O)C=1C=NN2C1N=C(C=C2)N2[C@@]1(CC1CC2)C2=C(C=CC(=C2)F)F)(C)C N'-(2-((tert-butyldiphenylsilyl)oxy)-2-methylpropionyl)-5-((1R)-1-(2,5-difluorobenzeneYl)-2-azabicyclo[3.1.0]Hexane-2-yl)pyrazolo[1,5-a]Pyrimidine-3-carbohydrazide